3-methoxy-4-(3-methyl-6-(pyrazolo[1,5-a]pyrimidin-3-yl)-1H-pyrazolo[4,3-c]pyridin-1-yl)benzonitrile COC=1C=C(C#N)C=CC1N1N=C(C=2C=NC(=CC21)C=2C=NN1C2N=CC=C1)C